Cl.NCC1=CC(=NC=N1)NS(=O)(=O)C1CC1 N-(6-(aminomethyl)pyrimidin-4-yl)cyclopropanesulfonamide hydrochloride